C(CCCCCCCCCCC)NCCCS(=O)(=O)[O-].[Na+] sodium 3-dodecylaminopropane-sulfonate